O1NC(=CC=C1)N1COCCC1 3-oxazinyl-(1,3-oxazinane)